5-(2-chlorobenzamido)pyrazine-2-carboxylic acid ClC1=C(C(=O)NC=2N=CC(=NC2)C(=O)O)C=CC=C1